ClC1=NC(=CC(=C1)CC#N)Cl 2-(2,6-dichloropyridin-4-yl)acetonitrile